(E)-3-methylcyclopentadec-2-enone C\C\1=C/C(CCCCCCCCCCCC1)=O